((R)-2,2-difluorocyclopropyl)(3-(6-(1-methyl-1H-pyrazol-4-yl)pyrrolo[2,1-f][1,2,4]triazin-4-yl)-3,8-diazabicyclo[3.2.1]oct-8-yl)methanone FC1([C@H](C1)C(=O)N1C2CN(CC1CC2)C2=NC=NN1C2=CC(=C1)C=1C=NN(C1)C)F